1,2-dipentadecyl-sn-glycerol C(CCCCCCCCCCCCCC)OC[C@@H](OCCCCCCCCCCCCCCC)CO